C(C1=CC=CC=C1)(=O)[O-].C(C=C)(=O)N.[K+] potassium acrylamide benzoate